CP(O)(=O)CCCC methyl-(n-butyl)phosphinic acid